OCCN(CCCN(C(CCCCCCC)=O)C(CCCCCCCCC(=O)OCC(CCCCCC)CCCC)CCCCCCCCC(=O)OCC(CCCCCC)CCCC)C bis(2-butyloctyl) 10-(N-(3-((2-hydroxyethyl) (methyl)amino)propyl)octanamido)nonadecanedioate